ONC(=O)C1=NC=C(C=C1)NC=1OC(=CN1)C1=CC=C(C=C1)C(F)(F)F N-hydroxy-5-((5-(4-(trifluoromethyl)phenyl)oxazol-2-yl)amino)pyridineamide